FC1(CCC(CC1)I)F 1,1-difluoro-4-iodocyclohexane